S1C=NC2=C1C=CC(=C2)CN(C(=O)[C@H]2N([C@@H]1C[C@@H]1C2)S(=O)(=O)C2=CC=C(C)C=C2)C2CCC(CC2)(F)F (1R,3S,5R)-2-(Toluene-4-sulfonyl)-2-azabicyclo[3.1.0]hexane-3-carboxylic acid benzothiazol-5-ylmethyl-(4,4-difluoro-cyclohexyl)-amide